FC1([C@@H](C1)C(=O)NC1=CC2=C(N=C(O2)C2=CC(=NC=C2)C(=O)OCC)C=C1)F Ethyl (S)-4-(6-(2,2-difluorocyclopropane-1-carboxamido)benzo[d]oxazol-2-yl)picolinate